C(C)C=1C=CC(=C(C1)S(=O)(=O)NC1=NOC2=C1C(=CC(=C2)CN2N=CC(=C2)CNC(CNS(=O)(=O)C=C)=O)OC)OC N-((1-((3-((5-ethyl-2-methoxyphenyl)sulfonamido)-4-methoxybenzo[d]isoxazol-6-yl)methyl)-1H-pyrazol-4-yl)methyl)-2-(vinylsulfonamido)acetamide